OC1(CCC(C(C1)O)O)C(=O)O 1,4,5-trihydroxycyclohexane-1-carboxylic acid